2-(2,5-dimethoxy-4-propan-2-ylsulfanylphenyl)ethylamine COC1=C(C=C(C(=C1)SC(C)C)OC)CCN